2-(1-azidoethyl)-5-bromo-3-fluoropyridine N(=[N+]=[N-])C(C)C1=NC=C(C=C1F)Br